ClC1=C(OC2=CC=C(C=C2)CCC2CCN(CC2)C(=O)OC(C)(C)C)C=CC(=C1)C1S(CCC1)(=O)=O tert-butyl 4-[2-[4-[2-chloro-4-(1,1-dioxothiolan-2-yl)phenoxy]phenyl]ethyl]piperidine-1-carboxylate